4-([1,1'-biphenyl]-4-carbonyl)-1H-pyrrole-2-carboxylic acid ethyl ester C(C)OC(=O)C=1NC=C(C1)C(=O)C1=CC=C(C=C1)C1=CC=CC=C1